C(CC)(=O)OCC1OC(OC1)(CC(C)C)C 2-methyl-2-isobutyl-1,3-dioxolane-4-methanol propionate